ClC=1C=NC(=C(C(=O)NC2CCC(CC2)CN2C(N(C3=NC=CC=C32)C=3C=NC(=CC3)N(C)C)=O)C1)C 5-chloro-N-((1r,4r)-4-((3-(6-(dimethylamino)pyridin-3-yl)-2-oxo-2,3-dihydro-1H-imidazo[4,5-b]pyridin-1-yl)methyl)cyclohexyl)-2-methylnicotinamide